FC(C=1C=NC(=NC1)N1CC(C1)CC(=O)N)(F)F 2-(1-(5-(trifluoromethyl)pyrimidin-2-yl)azetidin-3-yl)acetamide